N,N,N-trimethylbenzyl-ammonium chloride [Cl-].C[N+](C)(C)CC1=CC=CC=C1